(2S,4R)-1-(4-chlorophenyl-carbamoyl)-4-hydroxypyrrolidine-2-carboxylic acid benzyl ester C(C1=CC=CC=C1)OC(=O)[C@H]1N(C[C@@H](C1)O)C(NC1=CC=C(C=C1)Cl)=O